4-methyl-3-(methylsulfonyl)-N-((2-(6-(3-oxopiperazin-1-yl)pyridin-2-yl)-1,6-naphthyridin-7-yl)methyl)benzamide CC1=C(C=C(C(=O)NCC2=NC=C3C=CC(=NC3=C2)C2=NC(=CC=C2)N2CC(NCC2)=O)C=C1)S(=O)(=O)C